CC1=NN(C(=C1)C)CCC(=O)N1CCC2(C(C2)CNC(=O)C2=CC=3C(=CN=CC3)O2)CC1 N-[[6-[3-(3,5-dimethylpyrazol-1-yl)propanoyl]-6-azaspiro[2.5]octan-2-yl]methyl]furo[2,3-c]pyridine-2-carboxamide